methyl N-[5-[6-[(4-acetylphenyl)-methyl-carbamoyl]imidazo[1,2-a]pyridin-3-yl]-2-pyridyl]carbamate C(C)(=O)C1=CC=C(C=C1)N(C(=O)C=1C=CC=2N(C1)C(=CN2)C=2C=CC(=NC2)NC(OC)=O)C